F[C@@H]1C2CC[C@@H](C[C@@H]1N(C1=CN=C(N=N1)C1=C(C=C3C(C=COC3=C1)=O)O)C)N2 7-(6-{[(2r,3s,5s)-2-fluoro-8-azabicyclo[3.2.1]oct-3-yl](methyl)amino}-1,2,4-triazin-3-yl)-6-hydroxy-4H-chromen-4-one